N-(5-fluoroquinolin-8-yl)furan-2-sulfonamide FC1=C2C=CC=NC2=C(C=C1)NS(=O)(=O)C=1OC=CC1